N,N'-bis(oxiranylmethyl)-N,N,N',N'-tetramethyl-1,6-hexanediaminium dichloride [Cl-].[Cl-].O1C(C1)C[N+](CCCCCC[N+](C)(C)CC1OC1)(C)C